C1CCC2=C(C=CC=C12)[C@H]([C@@H](C=1OC(NN1)=O)NS(=O)(=O)C=1C(=NC=CC1)OC)C N-((1S,2R)-2-(2,3-dihydro-1H-inden-4-yl)-1-(5-oxo-4,5-dihydro-1,3,4-oxadiazol-2-yl)propyl)-2-methoxypyridine-3-sulfonamide